N1CCC(CC1)OC1CCN(CC1)C(=O)OC(C)(C)C tert-butyl 4-(piperidin-4-yloxy)piperidine-1-carboxylate